2-bromo-7-((4-chloro-2-fluorobenzyl)oxy)naphthalene BrC1=CC2=CC(=CC=C2C=C1)OCC1=C(C=C(C=C1)Cl)F